4-(1-((4-cyanophenyl)sulfonyl)-1-fluoro-ethyl)-N-(pyridazin-4-yl)piperidine-1-carboxamide C(#N)C1=CC=C(C=C1)S(=O)(=O)C(C)(F)C1CCN(CC1)C(=O)NC1=CN=NC=C1